FC=1C=C2C(=CC=NC2=CC1)C1CCC(CC1)[C@H](C)C1=NC2=C(N1)C=CC(=C2)[N+](=O)[O-] 6-fluoro-4-((1S,4S)-4-(1-(5-nitro-1H-benzo[d]imidazol-2-yl)ethyl)cyclohexyl)quinoline